C1=CC(=C(C=C1I)Br)Cl 3-bromo-4-chloroiodobenzene